2-amino-3-(anthracen-9-yl)propanoic acid NC(C(=O)O)CC=1C2=CC=CC=C2C=C2C=CC=CC12